FC1=CC=C(C=C1)NC(=O)C1(CC1)C(=O)NC1=CC=C(OC2=CC=NC3=CC(=C(C=C23)C(=O)OC)NC)C=C1 methyl 4-[4-[[1-[(4-fluorophenyl)carbamoyl]-cyclopropanecarbonyl]-amino]-phenoxy]-7-(methylamino)quinoline-6-carboxylate